CSC1=C(C=CC(=C1)SC1=CC=C(S1)CNC(OC(C)(C)C)=O)C1=CC=CC=C1 tert-Butyl ((5-((2-(methylthio)-[1,1'-biphenyl]-4-yl)thio)thiophen-2-yl)methyl)carbamate